N=1NC=C2CCC3=C(C12)C=C(O3)C(=O)N 4,5-dihydro-2H-furo[2,3-g]indazole-7-carboxamide